C(C1=CC=CC=C1)N(C(O)=O)[C@@H]1CN(CCC1)C1=C2C(=C(NC2=C(C=C1F)C#N)C)C.NCCONC1=CC=CC=C1 (beta-aminoethoxy)aniline (S)-benzyl-(1-(7-cyano-5-fluoro-2,3-dimethyl-1H-indol-4-yl)piperidin-3-yl)carbamate